(7aS,1aS,Z)-5,8,8,11a-tetramethyl-2,3,6,7,7a,8,9,10,11,11a-decahydrobenzo[b]oxonine C/C=1/CC[C@@H]2C(OCC\C1)(CCCC2(C)C)C